BrC1=C(C=C(S1)/C(=C/C(=O)OCC)/C(C)C)C ethyl (E)-3-(5-bromo-4-methylthiophen-2-yl)-4-methylpent-2-enoate